FC1=C(C(=O)NCC2CCC(CC2)N2N=C3C=C(C=CC3=C2)C=2C=NC(=CC2)N2CCNCC2)C=C(C(=C1F)OCC1=CC=C(C=C1)OC)F 2,3,5-trifluoro-4-[(4-methoxyphenyl)methoxy]-N-{[(1r,4r)-4-{6-[6-(piperazin-1-yl)pyridin-3-yl]-2H-indazol-2-yl}cyclohexyl]methyl}benzamide